((2R,3S,5R)-5-(6-amino-2-fluoro-9H-purin-9-yl)-2-ethynyl-3-hydroxy-tetrahydrofuran-2-yl)-methyl 3-(1-adamantyl)-propyl carbonate C(OC[C@]1(O[C@H](C[C@@H]1O)N1C2=NC(=NC(=C2N=C1)N)F)C#C)(OCCCC12CC3CC(CC(C1)C3)C2)=O